C1(CCCCC1)N(C(CCN1C(=NC2=C1C=CC=C2)C2CN(CCC2)C(=O)OCCCC)=O)CC butyl 3-(1-{3-[cyclohexyl(ethyl)amino]-3-oxopropyl}-1H-benzimidazol-2-yl)piperidine-1-carboxylate